FC1=NNC2=CC(=C(C=C12)F)/C=C/C(=O)NC=1C(=NC(=CC1C)OC)C (E)-3-(3,5-difluoro-1H-indazol-6-yl)-N-(6-methoxy-2,4-dimethylpyridin-3-yl)acrylamide